C(C)N1N=C(C2=C1C(NCC1(CCOCC1)C2)=O)C[C@H](COC(C2=C(C=CC=C2)C)=O)C 2-Methylbenzoic acid [(2R)-3-(1-ethyl-8-oxo-spiro[6,7-dihydro-4H-pyrazolo[3,4-c]azepin-5,4'-tetrahydropyran]-3-yl)-2-methyl-propyl] ester